C(C(C)C)C1=C(C(CC(C)C)(CC(C)C)O)C=CC=C1 tri-isobutyl-benzyl alcohol